FC=1C=C(C=CC1)C(C(CN1CCN(CC1)CC(COC1=CC=CC=C1)O)O)C 3-(3-fluorophenyl)-1-{4-[2-hydroxy-3-(phenyloxy)propyl]piperazin-1-yl}butan-2-ol